OCCNCCN N-(2-hydroxy-ethyl)-ethylenediamine